N-(4-(4-amino-7-(1-methyl-1H-pyrazol-3-yl)pyrrolo[2,1-f][1,2,4]triazin-5-yl)-2-methoxyphenyl)-5-methylisothiazol-3-amine NC1=NC=NN2C1=C(C=C2C2=NN(C=C2)C)C2=CC(=C(C=C2)NC2=NSC(=C2)C)OC